3-(2,4-difluorophenyl)-3-hydroxy-N-(1-(3-methoxy-5-(2,2,2-trifluoroethoxy)phenyl)cyclopropyl)butanamide FC1=C(C=CC(=C1)F)C(CC(=O)NC1(CC1)C1=CC(=CC(=C1)OCC(F)(F)F)OC)(C)O